(R or S)-3-methyl-2-(2-(5,6,7,8-tetrahydroimidazo[1,2-a]pyridin-6-yl)-2H-pyrazolo[3,4-b]pyridin-6-yl)-5-(trifluoromethyl)phenol CC=1C(=C(C=C(C1)C(F)(F)F)O)C=1C=CC=2C(N1)=NN(C2)[C@@H]2CCC=1N(C2)C=CN1 |o1:21|